tert-butyl 4-((5-phenylfuran-2-yl) methyl)-3-oxo-1-thia-4,8-diazaspiro[4.5]decane-8-carboxylate C1(=CC=CC=C1)C1=CC=C(O1)CN1C(CSC12CCN(CC2)C(=O)OC(C)(C)C)=O